CN(C=1C=C(C=CC1)C1=CC=C(C=C1)C(CC(=O)O)C#CC)C 3-(3'-(dimethylamino)-[1,1'-biphenyl]-4-yl)hex-4-ynoic acid